5-Amino-1-cyclopentyl-3-[3,5-difluoro-4-[[(2-methoxybenzoyl)amino]methyl]phenyl]pyrazole-4-carboxamide NC1=C(C(=NN1C1CCCC1)C1=CC(=C(C(=C1)F)CNC(C1=C(C=CC=C1)OC)=O)F)C(=O)N